N[C@H](C(=O)NC1=CC=C(C=C1)C=1C(=[N+](C=CC1C)[O-])C)C1CCC(CC1)C(F)(F)F 3-(4-((S)-2-amino-2-((1r,4S)-4-(trifluoromethyl)cyclohexyl)acetamido)phenyl)-2,4-dimethylpyridine 1-oxide